C1(CC1)C=1N=CC=2C=C3C(=C(C2C1)S(=O)(=O)NCC(C)(C)F)C[C@@H](C3)NC=3N=NC(=CC3)C=3OC(=NN3)C (7R)-3-cyclopropyl-N-(2-fluoro-2-methylpropyl)-7-[[6-(5-methyl-1,3,4-oxadiazol-2-yl)pyridazin-3-yl]amino]-7,8-dihydro-6H-cyclopenta[g]isoquinoline-5-sulfonamide